N,N'-(((1-oxopropane-1,3-diyl)bis(oxy))bis(ethane-2,1-diyl))bis(N,N-dimethyloctadecan-1-aminium) dibromide [Br-].[Br-].O=C(CCOCC[N+](CCCCCCCCCCCCCCCCCC)(C)C)OCC[N+](CCCCCCCCCCCCCCCCCC)(C)C